cyclopentyl-isoxazole-3-carboxamide C1(CCCC1)C=1C(=NOC1)C(=O)N